(S)-1'-(6-amino-5-((2-(trifluoro-methyl)pyridin-3-yl)thio)pyrazin-2-yl)-5,7-dihydrospiro[cyclopenta[b]pyridine-6,4'-piperidin]-5-amine NC1=C(N=CC(=N1)N1CCC2(CC1)[C@@H](C=1C(=NC=CC1)C2)N)SC=2C(=NC=CC2)C(F)(F)F